COC(=O)N1C[C@@H](CC1)C1=NC2=C(N1C(C)C)C=C(C=C2F)B2OC(C(O2)(C)C)(C)C.C(C)C2(COC2)COC2CCCCC2 3-Ethyl-3-(cyclohexyloxymethyl)oxetane methyl-(R)-3-(4-fluoro-1-isopropyl-6-(4,4,5,5-tetramethyl-1,3,2-dioxaborolan-2-yl)-1H-benzo[d]imidazol-2-yl)pyrrolidine-1-carboxylate